α-methyl-m-hydroxystyrene CC(=C)C1=CC(=CC=C1)O